O1C[C@@H](CC1)NC1=NC(=CC(=N1)C=1C=C(C#N)C=CC1)C=1N=NN(C1)CC1=NC(=CC=C1)C(C)OC m-{2-[(R)-tetrahydrofuran-3-ylamino]-6-(1-{[6-(1-methoxyethyl)-2-pyridinyl]methyl}-1H-1,2,3-triazol-4-yl)-4-pyrimidinyl}benzonitrile